C(C=1C(C(=O)OCCCC)=CC=CC1)(=O)OCC ethyl (n-butyl) phthalate